2,2'-ethylenebis(4,6-di-tert-butylphenol) C(CC1=C(C(=CC(=C1)C(C)(C)C)C(C)(C)C)O)C1=C(C(=CC(=C1)C(C)(C)C)C(C)(C)C)O